di-tert-butyl-4-hydroxybenzyl-phosphonic acid diethyl ester C(C)OP(OCC)(=O)C(C1=CC=C(C=C1)O)(C(C)(C)C)C(C)(C)C